C(CC)OB(O)O 1-propylboric acid